NCCOC=1C=NC(=NC1)C1=C(C=C(C#N)C=C1)OC=1N(N=C(C1)C1CC1)C 4-[5-(2-aminoethoxy)pyrimidin-2-yl]-3-(5-cyclopropyl-2-methylpyrazol-3-yl)oxybenzonitrile